C1(CC1)N1CCN(CC1)CC(=O)NCC=1C=CC=2NC3=CC=C(C=C3OC2C1)C(F)(F)F 2-(4-Cyclopropylpiperazin-1-yl)-N-((7-(trifluoromethyl)-10H-phenoxazin-3-yl)methyl)acetamide